C(C)OC(=O)C1=NN(C=C1C1=C(C=CC=C1)C(F)(F)F)C=1C=NC=CC1 1-(pyridin-3-yl)-4-(2-(trifluoromethyl)phenyl)-1H-pyrazole-3-carboxylic acid ethyl ester